5-(9-(1'-(4-amino-5-methoxy-2-(1-methyl-1H-pyrazol-4-yl)phenyl)-[1,4'-bipiperidin]-4-yl)-2,9-diazaspiro[5.5]undec-2-yl)-2-(2,6-dioxopiperidin-3-yl)isoindoline-1,3-dione NC1=CC(=C(C=C1OC)N1CCC(CC1)N1CCC(CC1)N1CCC2(CCCN(C2)C=2C=C3C(N(C(C3=CC2)=O)C2C(NC(CC2)=O)=O)=O)CC1)C=1C=NN(C1)C